C(C1=CC=CC=C1)N1N=NC(=C1)C1CC1 1-benzyl-4-cyclopropyl-triazole